(5-(3-chlorophenyl)-4-ethyl-3-hydroxypicolinyl)glycine ClC=1C=C(C=CC1)C=1C(=C(C(=NC1)CNCC(=O)O)O)CC